(S)-((5-bromo-3-methoxypyrazin-2-yl)methyl)((5-oxopyrrolidin-2-yl)methyl)carbamic acid tert-butyl ester C(C)(C)(C)OC(N(C[C@H]1NC(CC1)=O)CC1=NC=C(N=C1OC)Br)=O